acetic acid 1-acetyl-6-(3-fluoro-benzyl)-3,3-dimethyl-2,3-dihydro-1H-pyrrolo[3,2-b]pyridin-5-ylmethyl ester C(C)(=O)N1CC(C2=NC(=C(C=C21)CC2=CC(=CC=C2)F)COC(C)=O)(C)C